[2-(aminomethyl)-3,3-difluoro-allyl]-4-[3-(1-isopropylpyrazol-4-yl)-2-methyl-phenyl]-1,2,4-triazol-3-one trifluoroacetate salt FC(C(=O)O)(F)F.NCC(CC=1N(C(NN1)=O)C1=C(C(=CC=C1)C=1C=NN(C1)C(C)C)C)=C(F)F